oleoyl-stannyl-glycero-3-phosphocholine C(CCCCCCC\C=C/CCCCCCCC)(=O)C(OP(OCC(CO)O)(=O)[O-])(C[N+](C)(C)C)[SnH3]